CN1N=CC(=C1)C1=NN2C(=NC=3C(=CC=CC3C2=N1)C(F)(F)F)N[C@H]1C(NCCCC1)=O (3R)-3-{[2-(1-methyl-1H-pyrazol-4-yl)-7-(trifluoromethyl)[1,2,4]triazolo[1,5-c]quinazolin-5-yl]amino}azepan-2-one